COC(C[O-])(OC)OC.[Hf+4].COC(C[O-])(OC)OC.COC(C[O-])(OC)OC.COC(C[O-])(OC)OC Hafnium trimethoxyethoxide